[Cl-].[Cl-].C[Si](=[Zr+2](C1C(=C(C=C1C)C)C)C1C(=C(C=C1C)C)C)C dimethylsilylenebis(2,3,5-trimethylcyclopentadienyl)zirconium dichloride